BrC=1C=C(C(=NC1)C(C(C(=O)OC(CC1=CC=CC=C1)(C)C)C1=NC=C(C=C1[N+](=O)[O-])C(F)(F)F)=O)SCC 2-methyl-1-phenylpropan-2-yl 3-[5-bromo-3-(ethylsulfanyl) pyridin-2-yl]-2-[3-nitro-5-(trifluoromethyl) pyridin-2-yl]-3-oxopropanoate